[PH2](OC(CCCCC)(CCCC)C1=CC=CC=C1)=O Phenyl-(n-butyl-n-hexyl) phosphinate